6,7-dimethoxy-4-(piperidine-1-carbonyl)-2-(1,2,3,4-tetrahydronaphthalen-1-yl)isoquinolin-1(2H)-one COC=1C=C2C(=CN(C(C2=CC1OC)=O)C1CCCC2=CC=CC=C12)C(=O)N1CCCCC1